4-(4-((4-(4-cyano-2,6-dimethylphenoxy)pyrimidin-2-yl)amino)-2-(trifluoromethyl)phenyl)-N,N-dimethylpiperazine-1-sulfonamide C(#N)C1=CC(=C(OC2=NC(=NC=C2)NC2=CC(=C(C=C2)N2CCN(CC2)S(=O)(=O)N(C)C)C(F)(F)F)C(=C1)C)C